(S)-1-(2-(dimethylamino)propyl)-1H-indazol-6-ol CN([C@H](CN1N=CC2=CC=C(C=C12)O)C)C